C(C)[C@@H]1CCCN1NC1=C2C(=NC=C1N)N(C=C2)S(=O)(=O)C2=CC=C(C)C=C2 (3S,5R)-5-ethyl-1-((5-amino-1-p-toluenesulfonyl-1H-pyrrolo[2,3-b]pyridine-4-yl)amino)pyrrolidine